C(#C)C1(CC(C1)(F)F)NC(C(=O)C=1C(=C(N2C[C@@H](CC12)F)C(=O)ON1N=NC=2C1=NC=CC2)C)=O 3H-[1,2,3]triazolo[4,5-b]pyridin-3-yl (R)-7-(2-((1-ethynyl-3,3-difluorocyclobutyl)amino)-2-oxoacetyl)-2-fluoro-6-methyl-2,3-dihydro-1H-pyrrolizine-5-carboxylate